bis(N'-cyclopropylpiperazinamide) tetrahydrochloride Cl.Cl.Cl.Cl.C1(CC1)NC(=O)N1CCNCC1.C1(CC1)NC(=O)N1CCNCC1